[O-2].[Zn+2].[Ga+3].[Mo+4] molybdenum-gallium zinc oxide